N-[(S)-1-(4-Bromo-phenyl)-ethyl]-3-[3-(4-fluoro-benzyl)-3H-imidazo[4,5-b]pyridin-2-yl]-propionamide BrC1=CC=C(C=C1)[C@H](C)NC(CCC1=NC=2C(=NC=CC2)N1CC1=CC=C(C=C1)F)=O